1,3,5-tris(2-hydroxyethyl)-hexahydros-triazine tert-butyl-(2S,4R)-4-((7-chloro-1,8-naphthyridin-2-yl)oxy)-2-methylpyrrolidine-1-carboxylate C(C)(C)(C)OC(=O)N1[C@H](C[C@H](C1)OC1=NC2=NC(=CC=C2C=C1)Cl)C.OCCN1CN(CN(C1)CCO)CCO